(2'S)-2-chloro-2'-methyl-spiro[4,5-dihydrothieno[2,3-c]pyran-7,4'-piperidine]-4-carbonitrile ClC1=CC2=C(S1)C1(C[C@@H](NCC1)C)OCC2C#N